OC[C@H](C1=CC=CC=C1)NC1=NC(=NC=C1C1=NC(=NO1)C1=CC=NC=C1)NC1=CC=C2C(=N1)C(N(C2=O)C)(C)C (S)-2-((4-((2-hydroxy-1-phenylethyl)amino)-5-(3-(pyridin-4-yl)-1,2,4-oxadiazol-5-yl)pyrimidin-2-yl)amino)-6,7,7-trimethyl-6,7-dihydro-5H-pyrrolo[3,4-b]pyridin-5-one